(1R,3R)-3-((tert-butyldimethylsilyl) oxy)-1-((R)-1,1-dimethylethylsulfinylamino)-8-azaspiro[4.5]decane-8-carboxylate [Si](C)(C)(C(C)(C)C)O[C@H]1C[C@H](C2(C1)CCN(CC2)C(=O)[O-])N[S@](=O)C(C)(C)C